3-(cyclopropylmethyl)pyridine-4-carboxylic acid C1(CC1)CC=1C=NC=CC1C(=O)O